CC1=C(C=CC(=C1)C(=O)N1CCN(CC1)C(C1=CN=CC=C1C(F)(F)F)=O)NS(=O)(=O)C=1C=CC=C2C=CC=NC12 N-(2-Methyl-4-(4-(4-(trifluoromethyl)nicotinoyl)piperazine-1-carbonyl)phenyl)quinoline-8-sulfonamide